C(C)(C)(C)OC(=O)N1CCC(=CC1)C1=NC=C(C=N1)C(=O)O 2-(1-(tert-butoxycarbonyl)-1,2,3,6-tetrahydropyridin-4-yl)pyrimidine-5-carboxylic acid